ethyl 3-(1-{2-[(3-bromopropyl)(methyl)amino]ethyl}-4-methyl-1H-benzotriazol-5-yl)-3-{3-[(1R)-1-(6-hydroxy-2,2-dioxo-2H-1,2λ6,3-benzoxathiazin-3(4H)-yl)ethyl]-4-methylphenyl}propanoate BrCCCN(CCN1N=NC2=C1C=CC(=C2C)C(CC(=O)OCC)C2=CC(=C(C=C2)C)[C@@H](C)N2S(OC1=C(C2)C=C(C=C1)O)(=O)=O)C